ClC=1C=C(C=C(C1)Cl)C1(CC(=NO1)C1=CC(=C(C(=O)NNC(C2=C(C=C(C=C2)C(F)(F)F)F)=O)C=C1)C)C(F)(F)F 4-(5-(3,5-dichlorophenyl)-5-(trifluoromethyl)-4,5-dihydroisoxazol-3-yl)-N'-(2-fluoro-4-(trifluoromethyl)benzoyl)-2-methylbenzoyl-hydrazine